4-(1-(2-Chloro-4-((methylamino)methyl)phenyl)-1H-pyrazol-4-yl)-2-((1-(cyclopropylsulfonyl)piperidin-4-yl)amino)pyrimidine-5-carbonitrile ClC1=C(C=CC(=C1)CNC)N1N=CC(=C1)C1=NC(=NC=C1C#N)NC1CCN(CC1)S(=O)(=O)C1CC1